Cl.Cl.Cl.C1(CC1)C1=CC=C2C(=N1)C(=C(N2C/C(=C/CN)/F)C)CC=2C=NC(=CC2)S(=O)(=O)C (Z)-4-(5-cyclopropyl-2-methyl-3-((6-(methylsulfonyl)pyridin-3-yl)methyl)-1H-pyrrolo[3,2-b]pyridin-1-yl)-3-fluorobut-2-en-1-amine trihydrochloride